N1=C(C=CC=C1)C[C@H](N)C(=O)O 3-pyridinylalanine